ClC=1N=C(C2=C(N1)NC(=C2)CCNC([2H])([2H])[2H])NCC=2OC=CC2 2-chloro-N-[(furan-2-yl)methyl]-6-{2-[(2H3)-methylamino]ethyl}-7H-pyrrolo[2,3-d]pyrimidin-4-amine